FC1=CC=C2C(=NC(=NC2=C1)NC1=C(C=C(C=C1)F)F)NC1=NNC(=C1)C 7-fluoro-N4-(5-methyl-1H-pyrazol-3-yl)-N2-(2,4-difluorophenyl)quinazoline-2,4-diamine